NCCC(O)C1=CC(=CC=C1)OCC1CC1 3-amino-1-(3-(cyclopropylmethoxy)phenyl)propan-1-ol